BrC=1C2=CN(N=C2C(=CC1)OCCOC(C)C)C 4-bromo-7-(2-isopropoxyethoxy)-2-methyl-2H-indazole